S1C=NC(=C1)[C@@H]1[C@H](C1)C1=NN=C(S1)N 5-[(1S,2S)-2-thiazol-4-ylcyclopropyl]-1,3,4-thiadiazol-2-amine